Cl.C(C)OC(=O)C1C(C1)C=1C=CC(=NC1)C(=O)O 5-[2-(ethoxycarbonyl)cyclopropyl]pyridine-2-carboxylic acid hydrochloride